3-(6-amino-8-((6-(oxazol-2-yl)benzo[d][1,3]dioxol-5-yl)thio)-9H-purin-9-yl)-N-(tert-butyl)propane-1-sulfonamide NC1=C2N=C(N(C2=NC=N1)CCCS(=O)(=O)NC(C)(C)C)SC1=CC2=C(OCO2)C=C1C=1OC=CN1